(S)-1-(2,3-dihydrobenzo[b][1,4]dioxin-6-yl)-6-(5-(3,5-dimethylisoxazol-4-yl)-1-((1r,4S)-4-methoxycyclohexyl)-1H-benzo[d]imidazol-2-yl)piperidin-2-one O1C2=C(OCC1)C=C(C=C2)N2C(CCC[C@H]2C2=NC1=C(N2C2CCC(CC2)OC)C=CC(=C1)C=1C(=NOC1C)C)=O